1-(2-(3-((2-(Difluoromethoxy)-6-methylpyridin-3-yl)carbamoyl)-3-(2-isopropylphenyl)azetidin-1-yl)-2-oxoethyl)cyclopropan FC(OC1=NC(=CC=C1NC(=O)C1(CN(C1)C(CC1CC1)=O)C1=C(C=CC=C1)C(C)C)C)F